2-(3-carboxy-2,5-dihydroxybenzamido)pyridine C(=O)(O)C=1C(=C(C(=O)NC2=NC=CC=C2)C=C(C1)O)O